FC1=CC=C2C=C(C=C(C2=C1C#C[SiH2]C(C(C)C)(C(C)C)C(C)C)O)O 7-fluoro-8-((triisopropylmethylsilyl)ethynyl)naphthalen-1,3-diol